FC1=C2C(C=C(NC2=CC(=C1)F)C=1C=C(C#N)C=CC1S(=O)(=O)C(C)C)=O 3-(5,7-Difluoro-4-oxo-1,4-dihydroquinolin-2-yl)-4-(isopropylsulfonyl)benzonitrile